1,1,4,4-Tetramethyl-1,3,4,9-tetrahydropyrano[3,4-b]indol-6-ol CC1(OCC(C2=C1NC1=CC=C(C=C21)O)(C)C)C